BrC=1SC2=C(N1)C=C(C=C2)N bromobenzo[d]thiazol-5-amine